CS(=O)(=O)CC1=CC=CO1 5-(methylsulfonylmethyl)furan